N1C=NC(=C1)CCC=O 3-(1H-imidazol-4-yl)propanal